C1(CC1)[C@]1(C(N[C@H](C1)CC)=O)C#N (3S,5S)-3-cyclopropyl-5-ethyl-2-oxopyrrolidine-3-carbonitrile